BrC1=CC(=C(C(=C1)F)C1=NC2=C(N1C[C@H]1CN(CCO1)C(=O)OC(C)(C)C)C=CC(=C2)C([2H])([2H])[2H])F tert-butyl (S)-2-((2-(4-bromo-2,6-difluorophenyl)-5-(methyl-d3)-1H-benzo[d]imidazol-1-yl)methyl)morpholine-4-carboxylate